NN1C(N(C(C=C1C(F)(F)F)=O)C=1C(=CC(=C(\C=N\OC(C(=O)OC)C)C1)Cl)F)=O methyl 2-{[(E)-{5-[3-amino-2,6-dioxo-4-(trifluoromethyl)-3,6-dihydropyrimidin-1(2H)-yl]-2-chloro-4-fluorobenzylidene} amino] oxy}propanoate